[Ca+2].C(C)(=O)[O-].C(C)(=O)[O-].C(CN)N ethylenediamine diacetate calcium